C1(=CC=CC2=CC=CC=C12)C[SH+]C1=CC=C(C=C1)O 1-naphthylmethyl-p-hydroxyphenylsulfonium